[NH4+].OC1[C@H](NCC1O)C(=O)[O-] 3,4-dihydroxy-L-proline, ammonium salt